5-(2-(4-fluoro-3,5-dimethylphenylamino)-5-(hydroxymethyl)pyrimidin-4-ylamino)benzo[d]oxazol-2(3H)-one trifluoroacetate salt FC(C(=O)O)(F)F.FC1=C(C=C(C=C1C)NC1=NC=C(C(=N1)NC=1C=CC2=C(NC(O2)=O)C1)CO)C